C(=CC1=CC=CC=C1)[Si](O[Si](C)(C)C)(O[Si](C)(C)C)O[Si](C)(C)C styryl-tris(trimethylsiloxy)silane